1-tert-butyl-N-[[3-[4-[[(3R,4S)-4-fluoro-3-piperidyl]amino]-1-(2,2,2-trifluoroethyl)indol-2-yl]-1,2,4-oxadiazol-5-yl]methyl]pyrrole-3-carboxamide C(C)(C)(C)N1C=C(C=C1)C(=O)NCC1=NC(=NO1)C=1N(C2=CC=CC(=C2C1)N[C@@H]1CNCC[C@@H]1F)CC(F)(F)F